(E)-N-(2-(4-isobutoxystyryl)-4,6-dimethoxybenzyl)-1-(4-methoxyphenyl)methylammonium chloride [Cl-].C(C(C)C)OC1=CC=C(/C=C/C2=C(C[NH2+]CC3=CC=C(C=C3)OC)C(=CC(=C2)OC)OC)C=C1